(1r,3r)-3-((6-chloropyrimidin-4-yl)amino)cyclobutanol ClC1=CC(=NC=N1)NC1CC(C1)O